(S)-1-(3-(azepan-1-yl)-1,2,4-oxadiazol-5-yl)ethan-1-amine N1(CCCCCC1)C1=NOC(=N1)[C@H](C)N